BrC1=C(C(=C(C=C1)B(O)O)Br)Br.[Zn] zinc tribromophenylboronic acid